1-hydroxy-1H-pyridine-2-thione ON1C(C=CC=C1)=S